FC1CC(CCC1)NC(C1=CC(=NC=C1)N1C=NC=C1)=O N-(3-fluorocyclohexyl)-2-(1H-imidazol-1-yl)isonicotinamide